C(C)(=O)N1C(CC(C1)C1=CC(=C(C=C1)OC(F)F)OCC1CC1)C(=O)NC1=C(C=NC=C1Cl)Cl 1-acetyl-4-(3-(cyclopropylmethoxy)-4-(difluoromethoxy)phenyl)-N-(3,5-dichloropyridin-4-yl)pyrrolidine-2-carboxamide